NCCNC(=O)OCC N-(2-aminoethyl)urethane